2-(4-fluoro-2-(methyl-d3)phenoxy)-N-(2-oxo-1,2-dihydropyridin-4-yl)-4-(trifluoromethyl)benzamide FC1=CC(=C(OC2=C(C(=O)NC3=CC(NC=C3)=O)C=CC(=C2)C(F)(F)F)C=C1)C([2H])([2H])[2H]